N-((1H-pyrrolo[3,2-c]pyridin-2-yl)methyl)-2-(5-((3-(4-cyanophenyl)propyl)amino)-6-oxo-2-phenylpyrimidin-1(6H)-yl)acetamide N1C(=CC=2C=NC=CC21)CNC(CN2C(=NC=C(C2=O)NCCCC2=CC=C(C=C2)C#N)C2=CC=CC=C2)=O